F[C@H]1CN(CC[C@H]1NC1=C2C=C(N(C2=CC=C1)CC(F)(F)F)C1=NOC(=N1)CNC(=O)C=1C=NN(C1)C(COC)C)C N-{[3-(4-{[(3S,4R)-3-fluoro-1-methylpiperidin-4-yl]amino}-1-(2,2,2-trifluoroethyl)-1H-indol-2-yl)-1,2,4-oxadiazol-5-yl]methyl}-1-(1-methoxypropan-2-yl)-1H-pyrazole-4-carboxamide